5-(1-Benzofuran-5-sulfonyl)-N-[(4-fluorophenyl)methyl]-1H,2H,3H,4H,5H,6H-pyrrolo[3,4-c]pyrrole-2-carboxamide O1C=CC2=C1C=CC(=C2)S(=O)(=O)N2CC1=C(C2)CN(C1)C(=O)NCC1=CC=C(C=C1)F